N,N-dioctyl-2-benzothiazolylsulfenamide C(CCCCCCC)N(SC=1SC2=C(N1)C=CC=C2)CCCCCCCC